3-(1-((benzyloxy)carbonyl)piperidin-2-yl)-2,2-diphenylpropanoic acid C(C1=CC=CC=C1)OC(=O)N1C(CCCC1)CC(C(=O)O)(C1=CC=CC=C1)C1=CC=CC=C1